(R)-8-cyclopentyl-7-ethyl-2-[(6-methoxy-2-methyl-1-oxoisoindolin-5-yl)amino]-5-methyl-7,8-dihydro-pterin C1(CCCC1)N1C(CN(C=2C(N[C@](NC12)(N)NC=1C=C2CN(C(C2=CC1OC)=O)C)=O)C)CC